[3-(2-amino-3-chloropyridin-4-yl)-6-[7-(aminomethyl)-7-(5-methyl-1,2-oxazol-3-yl)-3-azabicyclo[4.1.0]heptan-3-yl]-1H-pyrazolo[3,4-b]pyrazin-5-yl]methanol NC1=NC=CC(=C1Cl)C1=NNC2=NC(=C(N=C21)CO)N2CC1C(C1CC2)(C2=NOC(=C2)C)CN